CS\C=C(\C(=O)[O-])/Br (Z)-3-methylthio-2-bromoacrylate